(S)-1-(2-chloro-7-(1-methoxyethyl)pyrazolo[1,5-a]pyrimidin-6-yl)-3-(2-methyl-1-oxo-1,2,3,4-tetrahydroisoquinolin-6-yl)urea ClC1=NN2C(N=CC(=C2[C@H](C)OC)NC(=O)NC=2C=C3CCN(C(C3=CC2)=O)C)=C1